N-(2,4-dichlorobenzyl)-5-fluoro-8-hydroxy-5,6,7,8-tetra-hydroquinoline-5-carboxamide ClC1=C(CNC(=O)C2(C=3C=CC=NC3C(CC2)O)F)C=CC(=C1)Cl